ClC=1N=C(C2=C(N1)N=C(C=C2)C2=CC=CC1=CC=CC(=C21)Cl)N2C[C@H]1CC[C@@H](C2)N1C(=O)OC(C)(C)C tert-butyl (1R,5S)-3-(2-chloro-7-(8-chloronaphthalen-1-yl) pyrido[2,3-d]pyrimidin-4-yl)-3,8-diazabicyclo[3.2.1]octane-8-carboxylate